3-{[6-(3-Fluorophenyl)pyrazin-2-yl]ethynyl}-N-[(1S,2S)-2-hydroxycyclohexyl]-4-methylbenzamide FC=1C=C(C=CC1)C1=CN=CC(=N1)C#CC=1C=C(C(=O)N[C@@H]2[C@H](CCCC2)O)C=CC1C